Benzyl-6-bromo-2,7-dimethylquinazolin-4-ol C(C1=CC=CC=C1)C1=C2C(=NC(=NC2=CC(=C1Br)C)C)O